FC1=C(C=CC=C1F)CC(=O)NC1=CC(=C(C=C1)N1N=CC(=C1)C(F)(F)F)S(N)(=O)=O 2-(2,3-difluorophenyl)-N-{3-sulfamoyl-4-[4-(trifluoromethyl)-1H-pyrazol-1-yl]phenyl}acetamide